lithium-iron manganese phosphate P(=O)([O-])([O-])[O-].[Mn+2].[Fe+2].[Li+]